C(C1=CC=CC=C1)OC1=CC(=NC(=C1)OC(C)(C)C)N1C(COCC1)C(F)(F)F 4-(4-benzyloxy-6-tert-butoxy-2-pyridyl)-3-(trifluoromethyl)morpholine